(2-(2-aminoethyl)phenyl)palladium(II) NCCC1=C(C=CC=C1)[Pd+]